(S)-6-(benzo[d]1,3-dioxol-5-yl)-N2-[1-(4-fluorophenyl)ethyl]-N4-(pyrazin-2-yl)pyrimidine-2,4-diamine O1COC2=C1C=CC(=C2)C2=CC(=NC(=N2)N[C@@H](C)C2=CC=C(C=C2)F)NC2=NC=CN=C2